C(C)(=O)C1C(N(CC1)C1=CC=C(C=C1)Br)=O 3-Acetyl-1-(4-bromophenyl)pyrrolidin-2-one